N(CCO)(CCO)CCO.C(CCCCCCCCCCC)C1=C(C=CC=C1)S(=O)(=O)O dodecyl-benzenesulfonic acid triethanolamine salt